racemic-4-((1S,2S)-2-(6-(2,4-dioxo-1,2,3,4-tetrahydropyrimidin-5-yl)-3-fluoroimidazo[1,2-b]pyridazin-8-yl)cyclopropyl)benzoic acid O=C1NC=C(C(N1)=O)C=1C=C(C=2N(N1)C(=CN2)F)[C@@H]2[C@H](C2)C2=CC=C(C(=O)O)C=C2 |r|